Fmoc-N-methylimidazole C(=O)(OCC1C2=CC=CC=C2C2=CC=CC=C12)C=1N(C=CN1)C